O[C@H]1[C@@H]([C@H]([C@H](C1)O)C\C=C/CCCC(=O)OC=1C(=NC=C(C1COCCCCC#C)COCCCCC#C)C)CC[C@H](CCC1=CC=CC=C1)O 4,5-bis((hex-5-yn-1-yloxy)methyl)-2-methylpyridin-3-yl (Z)-7-((1R,2R,3R,5S)-3,5-dihydroxy-2-((R)-3-hydroxy-5-phenyl pentyl) cyclopentyl)hept-5-enoate